C(#N)C1(CC1)NC([C@H](CC(C)C)N[C@H](C(F)(F)F)C=1C=CC2=C(OC3=C2C=C(C=C3)C(C(F)F)O)C1)=O (2S)-N-(1-cyanocyclopropyl)-2-(((1S)-1-(8-(2,2-difluoro-1-hydroxyethyl)dibenzo[b,d]furan-3-yl)-2,2,2-trifluoroethyl)amino)-4-methylpentanamide